(S)-3-hydroxybutyrate O[C@H](CC(=O)[O-])C